3,4-diamino-1-isopropyl-pyridin-2-one NC=1C(N(C=CC1N)C(C)C)=O